ClC1=C(N)C(=CC(=C1C=1N(N=CC1I)C)[N+]#[C-])[N+](=O)[O-] 2-chloro-3-(4-iodo-2-methyl-pyrazol-3-yl)-4-isocyano-6-nitro-aniline